2-(4-bromo-5-methyl-1H-pyrazol-1-yl)cyclobutanol BrC=1C=NN(C1C)C1C(CC1)O